ClC1=C(C=C(C=C1)/C=C/C(=O)O)OC (E)-3-(4-chloro-3-methoxyphenyl)acrylic acid